CC1(O)CCC(=C(C)C)CC1 gamma-terpineol